1-methyl-4-(2,4,6-trimethoxyphenyl)piperidin-3-one CN1CC(C(CC1)C1=C(C=C(C=C1OC)OC)OC)=O